5-(3-fluorophenoxy)carbonylamino-3-(1-(sec-butyl)-1,2,3,6-tetrahydropyridin-4-yl)-1H-indole FC=1C=C(OC(=O)NC=2C=C3C(=CNC3=CC2)C=2CCN(CC2)C(C)CC)C=CC1